(4-chloro-5-(1-(((1r,4r)-4-methoxycyclohexyl)methyl)piperidin-4-yl)-1-oxoisoindolin-2-yl)piperidine-2,6-dione ClC1=C2CN(C(C2=CC=C1C1CCN(CC1)CC1CCC(CC1)OC)=O)N1C(CCCC1=O)=O